[Ni+2].[Ag+].[C-]#N.[C-]#N.[C-]#N cyanide silver-nickel